[K].ClC1=CC=C(N=N1)S(=O)(=O)NC(NC1=C2CCCC2=CC=2CCCC12)=O 6-Chloro-N-((1,2,3,5,6,7-hexahydro-s-indacen-4-yl)carbamoyl)pyridazine-3-sulfonamide, Potassium Salt